OC1=C(C(OC1=O)C1OC2(OC1)CCCCCCCCCCC2)[O-].[Ca+2].OC2=C(C(OC2=O)C2OC1(OC2)CCCCCCCCCCC1)[O-] calcium 4-hydroxy-5-oxo-2-(1,4-dioxaspiro[4.11]hexadecan-2-yl)-2,5-dihydrofuran-3-olate